ClC=1C=C(C=CC1)S(=O)(=O)N1C2=C(O[C@H](C1)C13CCC(CC1)(C3)C(=O)O)C=CC(=C2)C2=CC(=CC(=C2)F)OC(F)F 4-((S)-4-((3-chlorophenyl)sulfonyl)-6-(3-(difluoromethoxy)-5-fluorophenyl)-3,4-dihydro-2H-benzo[b][1,4]oxazin-2-yl)bicyclo[2.2.1]heptane-1-carboxylic acid